FC=1C=C(C=C(C1)F)C1=CC(=CC=C1)C[C@@H]1N(CC[C@@H]1NS(=O)(=O)CC)C(=O)C=1OC=CC1 N-[(2S,3S)-2-[(3',5'-difluoro[1,1'-biphenyl]-3-yl)methyl]-1-(furan-2-carbonyl)pyrrolidin-3-yl]ethanesulfonamide